4-Chloropyridineformaldehyde ClC1=CC(=NC=C1)C=O